FC1=CC=C2C3=C(NC2=C1)[C@H]1[C@H]2N(CC3)C[C@H](C2)C1 (2S,12R,12aS)-9-fluoro-1,2,3,5,6,11,12,12a-octahydro-2,12-methanopyrrolo[1',2':1,2]azepino[4,5-b]indole